benzyl rac-(2S,3S,5R)-5-((tert-butoxycarbonyl)amino)-3-hydroxy-2-methylpiperidine-1-carboxylate C(C)(C)(C)OC(=O)N[C@@H]1C[C@@H]([C@@H](N(C1)C(=O)OCC1=CC=CC=C1)C)O |r|